cis-12-hydroxyoctadecene OC(CCCCCCCCCC=C)CCCCCC